Trimethylpent-2-en CC(C=CCC)(C)C